7-(3-morpholinopropoxy)-2,3-dihydro-1H-benzo[d]imidazole-5-carboxamide O1CCN(CC1)CCCOC1=CC(=CC2=C1NCN2)C(=O)N